2-(4-Bromophenyl)-1-(4-fluorophenyl)-2,11-dihydroimidazo[1',5':1,2]pyrido[3,4-b]indol-4-ium chloride [Cl-].BrC1=CC=C(C=C1)N1C=[N+]2C(C=3NC4=CC=CC=C4C3C=C2)=C1C1=CC=C(C=C1)F